CN1C2=C(NC3(C1=O)CCOCC3)C3=C(N=C2)N(C=C3)S(=O)(=O)C3=CC=CC=C3 4'-methyl-7'-(phenylsulfonyl)-2,3,4',5,6,7'-hexahydrospiro[pyran-4,2'-pyrrolo[3',2':5,6]pyrido[3,4-b]pyrazin]-3'(1'h)-one